N-(1-(2-fluorophenyl)ethyl)-8-(2-methylpyridin-3-yl)-[1,2,4]triazolo[4,3-c]pyrimidin-5-amine FC1=C(C=CC=C1)C(C)NC1=NC=C(C=2N1C=NN2)C=2C(=NC=CC2)C